O1COC=2C1=CC(CC2)=O [1,3]benzodioxol-6-one